(1S,2R)-1-[3-(3-fluorophenyl)-1,2,4-oxadiazol-5-yl]-2-methoxy-propan-1-amine hydrochloride Cl.FC=1C=C(C=CC1)C1=NOC(=N1)[C@H]([C@@H](C)OC)N